NC1=NN(C=2CN(CCC21)S(=O)(=O)C2CCC2)C(=O)C2CCNC1=C(C=CC=C21)C (3-amino-6-(cyclobutylsulfonyl)-4,5,6,7-tetrahydropyrazolo[3,4-c]pyridin-1-yl)(8-methyl-1,2,3,4-tetrahydroquinolin-4-yl)methanone